4-(2-hydroxyethyl)-3,3-dimethylisoindol-1-one OCCC1=C2C(NC(C2=CC=C1)=O)(C)C